NC1C(COCC1)(O)COC 4-amino-3-(methoxymethyl)tetrahydro-2H-pyran-3-ol